6-(4-Bromo-2-chlorobenzoyl)cyclohex-3-ene-1-carboxylic acid BrC1=CC(=C(C(=O)C2CC=CCC2C(=O)O)C=C1)Cl